2-(2-nitro-1H-imidazol-1-yl)-N-(2,2,3,3,3-pentafluoropropyl)acetamide tert-butyl-(S)-4-(4-((4-chloro-2-fluorobenzyl)oxy)-5-fluoropyrimidin-2-yl)-2-methylpiperazine-1-carboxylate C(C)(C)(C)OC(=O)N1[C@H](CN(CC1)C1=NC=C(C(=N1)OCC1=C(C=C(C=C1)Cl)F)F)C.[N+](=O)([O-])C=1N(C=CN1)CC(=O)NCC(C(F)(F)F)(F)F